(R)-4-hydroxy-4-methylpentan-2-yl hydrogen ((R)-3-hydroxy-2-(5-(4-methoxy-3-propoxyphenyl)pyridin-3-yl) propyl)boronate OC[C@H](CB(O[C@H](C)CC(C)(C)O)O)C=1C=NC=C(C1)C1=CC(=C(C=C1)OC)OCCC